N-(2-(4-((1R,4R)-2-oxa-5-azabicyclo[2.2.1]heptane-5-yl)piperidine-1-yl)-5-((6-((R)-3-(4-chlorophenyl)isoxazolidine-2-yl)pyrimidine-4-yl)amino)-4-methoxyphenyl)acrylamide [C@H]12OC[C@H](N(C1)C1CCN(CC1)C1=C(C=C(C(=C1)OC)NC1=NC=NC(=C1)N1OCC[C@@H]1C1=CC=C(C=C1)Cl)NC(C=C)=O)C2